9-(2-bromopyridin-4-yl)-9H-carbazole BrC1=NC=CC(=C1)N1C2=CC=CC=C2C=2C=CC=CC12